1-(4-(2-(5-fluoro-2-(3-((methylamino)methyl)imidazo[1,2-a]pyridin-6-yl)phenoxy)ethyl)-1,5-dimethyl-1H-pyrazol-3-yl)ethan-1-ol FC=1C=CC(=C(OCCC=2C(=NN(C2C)C)C(C)O)C1)C=1C=CC=2N(C1)C(=CN2)CNC